7-[4-(dimethylamino)piperidin-1-yl]-2-(2-methyl-1,3-benzooxazol-6-yl)-4H-pyrido[1,2-a]pyrimidin-4-one CN(C1CCN(CC1)C=1C=CC=2N(C(C=C(N2)C2=CC3=C(N=C(O3)C)C=C2)=O)C1)C